C(C)C1(COC1)COC1=C(C=CC=C1)C (3-ethyl-3-oxetanyl-methoxy)-methylbenzene